N[C@@H]1C2=CC=CC=C2CC12CCN(CC2)C=2NC(C1=C(N2)NN=C1C(=C)C=1C=NC(=CC1F)N)=O (S)-6-(1-amino-1,3-dihydro-spiro[inden-2,4'-piperidin]-1'-yl)-3-(1-(6-amino-4-fluoropyridin-3-yl)vinyl)-1H-pyrazolo[3,4-d]pyrimidin-4(5H)-one